tert-Butyl 5-[2-(1-{3-[(4-{[tert-butyl(dimethyl)silyl]oxy}phenyl)-amino]-5-cyanophenyl}-1H-1,2,3-triazol-4-yl)ethyl]-3,4-dihydroisoquinoline-2(1H)-carboxylate [Si](C)(C)(C(C)(C)C)OC1=CC=C(C=C1)NC=1C=C(C=C(C1)C#N)N1N=NC(=C1)CCC1=C2CCN(CC2=CC=C1)C(=O)OC(C)(C)C